2-(Indan-1,3-dione-2-yl)quinoline C1(C(C(C2=CC=CC=C12)=O)C1=NC2=CC=CC=C2C=C1)=O